C(C#C)C1=C(C=CC=C1)S(=O)(=O)N Prop-2-ynylbenzenesulfonamide